C(C1=CC=CC=C1)OC(C1=CC(=CC=C1)C(=O)N1CCC(CC1)CCCCON1C(C=2C(C1=O)=CC=CC2)=O)=O.COC2=C(C[C@@H]1N(CC[C@H]1C)C1=NC(=CC(N1)=O)N1C[C@H](OCC1)C)C=CC=C2 2-((2S,3R)-2-(2-methoxybenzyl)-3-methylpyrrolidin-1-yl)-6-((R)-2-methylmorpholino)pyrimidin-4(3H)-one Benzyl-3-(4-(4-((phthalimidyl)oxy)butyl)piperidine-1-carbonyl)benzoate